OC1=CC=C(OCCC(C(=O)[O-])=C)C=C1 2-(4-hydroxyphenoxyethyl)-acrylate